C1(C(CCCCCC1)O)O 1,2-Cyclooctandiol